tert-butyl (R)-methyl(1-(3-((quinoxalin-6-ylmethyl)amino)pyridin-4-yl)pyrrolidin-3-yl)carbamate CN(C(OC(C)(C)C)=O)[C@H]1CN(CC1)C1=C(C=NC=C1)NCC=1C=C2N=CC=NC2=CC1